3,5-diamino-4H-1,2,4-triazole NC1=NN=C(N1)N